3-bromobenzyl-amine BrC=1C=C(CN)C=CC1